C1(CCCC1)C=1C=C(C(=NC1)NC(C1=C(C=CC(=C1)[N+](=O)[O-])SC1=NN=NN1CCO)=O)F N-(5-cyclopentyl-3-fluoropyridin-2-yl)-2-{[1-(2-hydroxyethyl)-1H-1,2,3,4-tetrazol-5-yl]sulfanyl}-5-nitrobenzamide